1-Spiro[3.3]hept-2-yl-3-(3-trifluoromethanesulfonyl-benzyl)-urea C1C(CC12CCC2)NC(=O)NCC2=CC(=CC=C2)S(=O)(=O)C(F)(F)F